5-fluoro-3-(2-(6-(naphthalen-1-yl)-1-oxoisoindolin-2-yl)butanamido)-4-oxopentanoic acid FCC(C(CC(=O)O)NC(C(CC)N1C(C2=CC(=CC=C2C1)C1=CC=CC2=CC=CC=C12)=O)=O)=O